6-chloro-4-((2R,5R)-2-(methoxymethyl)-5-methylpiperazin-1-yl)-1-methylpyrido[3,2-d]pyrimidin-2(1H)-one ClC=1C=CC=2N(C(N=C(C2N1)N1[C@H](CN[C@@H](C1)C)COC)=O)C